O=C1NC(CCC1N1C(C2=CC=C(C=C2C1=O)N1CCC(CC1)(O)CN1C[C@H]2C([C@H]2C1)C=O)=O)=O (1R,5S,6r)-3-((1-(2-(2,6-dioxopiperidin-3-yl)-1,3-dioxoisoindolin-5-yl)-4-hydroxypiperidin-4-yl)methyl)-3-azabicyclo[3.1.0]hexane-6-carbaldehyde